4-((1R,5S)-3,8-diazabicyclo[3.2.1]octan-3-yl)-8-fluoro-7-(8-fluoronaphthalen-1-yl)-2-((tetrahydro-1H-pyrrolizin-7a(5H)-yl)methoxy)pyrido[4,3-d]pyrimidine [C@H]12CN(C[C@H](CC1)N2)C=2C1=C(N=C(N2)OCC23CCCN3CCC2)C(=C(N=C1)C1=CC=CC2=CC=CC(=C12)F)F